O1COC2=C1C=CC(=C2)C=CC(=O)N(CC=2SC=CC2)CC 3-(benzo[d][1,3]dioxol-5-yl)-N-ethyl-N-(thiophen-2-ylmethyl)acrylamide